C(C)C=1C(=NC(=NC1OC=1C=NC=C(C1)N1CCN(CC1)C)NS(=O)(=O)C=1C=NN(C1)C)C1=C(C=CC=C1)CC(C)C N-[5-ethyl-4-(2-isobutylphenyl)-6-[[5-(4-methylpiperazin-1-yl)-3-pyridyl]oxy]pyrimidin-2-yl]-1-methyl-pyrazole-4-sulfonamide